ClC1=C2C(=NC=C1C1=CC(=C(C(=C1)OC)OC)OC)NC=C2 4-chloro-5-(3,4,5-trimethoxyphenyl)-1H-pyrrolo[2,3-b]Pyridine